FC(OC=1C(C=C(OC1)CN1CC2=CC=CC=C2C1)=O)(C=1CCN(CC1)S(=O)(=O)C)F 5-(difluoro(1-(methylsulfonyl)-1,2,3,6-tetrahydropyridin-4-yl)methoxy)-2-(isoindolin-2-ylmethyl)-4H-pyran-4-one